(E)-4-bromo-N-((2-(4-(trifluoromethyl)styryl)oxazol-4-yl)methyl)aniline BrC1=CC=C(NCC=2N=C(OC2)\C=C\C2=CC=C(C=C2)C(F)(F)F)C=C1